C(#N)[C@@H](C)NC1=CC(=NC=C1[N+](=O)[O-])N1N=CC=2C1=NC=C(C2)C#N (R)-1-(4-((1-cyanoethyl)amino)-5-nitropyridin-2-yl)-1H-pyrazolo[3,4-b]pyridine-5-carbonitrile